C(CCCCCCC)B(O)O OCTYLBORONIC ACID